C(CC)C1OC2=CC=CC=C2CC1 propylchroman